methyl N-[5-(trifluoromethyl)-2-pyridyl]sulfonylcarbamate FC(C=1C=CC(=NC1)S(=O)(=O)NC(OC)=O)(F)F